C(C)N1C(N(C(C12CCNCC2)=O)C2=CC(=NC=C2)C(F)(F)F)=O 1-ethyl-3-(2-(trifluoromethyl)pyridin-4-yl)-1,3,8-triazaspiro[4.5]decane-2,4-dione